C(C)(C)(C)OC(=O)N1CC(C(CC1)=NNC(C1=CC=CC=C1)=O)(F)F 4-(benzoylhydrazono)-3,3-difluoro-piperidine-1-carboxylic acid tert-butyl ester